N-(1-hydroxymethyl-cyclopropyl)-acetamide OCC1(CC1)NC(C)=O